COC1=C(C=CC(=C1)OC)CNC1=NN=CC2=CC(=CC=C12)C1=C(C=CC(=C1)B1OC(C(O1)(C)C)(C)C)OC N-[(2,4-DIMETHOXYPHENYL)METHYL]-6-[2-METHOXY-5-(4,4,5,5-TETRAMETHYL-1,3,2-DIOXABOROLAN-2-YL)PHENYL]PHTHALAZIN-1-AMINE